Ethyl 6-bromo-7-fluoro-1-benzothiophene-2-carboxylate BrC1=C(C2=C(C=C(S2)C(=O)OCC)C=C1)F